C(CCCCCC)OCOCCCC(CC(CC(CC(C)Cl)C)C)C 10-chloro-4,6,8-trimethylundecyl heptoxymethyl ether